ClC=1C=C(C=C(C1)F)[C@@H]1N(OCC1)C1=CC(=NC=N1)NC=1C(=CC(=C(C1)NC(C=C)=O)N1CCC(CC1)N1C[C@@H](O[C@@H](C1)C)C)OC N-(5-((6-((R)-3-(3-chloro-5-fluorophenyl)isoxazolidine-2-yl)pyrimidine-4-yl)amino)-2-(4-((2S,6R)-2,6-dimethylmorpholino)-piperidine-1-yl)-4-methoxyphenyl)acrylamide